1-(1-(1-(azetidin-3-ylmethyl)pyrrolidin-3-yl)piperidin-4-yl)-3-(4-phenoxyphenyl)-1H-pyrazolo(3,4-d)pyrimidin-4-amine N1CC(C1)CN1CC(CC1)N1CCC(CC1)N1N=C(C=2C1=NC=NC2N)C2=CC=C(C=C2)OC2=CC=CC=C2